1-(2-((tert-butyldimethylsilyl)oxy)ethyl)-5-(4-((4-((5-(trifluoromethyl)pyridin-2-yl)amino)piperidin-1-yl)sulfonyl)phenyl)-1H-pyrrolo[2,3-b]pyridine-3-carbonitrile [Si](C)(C)(C(C)(C)C)OCCN1C=C(C=2C1=NC=C(C2)C2=CC=C(C=C2)S(=O)(=O)N2CCC(CC2)NC2=NC=C(C=C2)C(F)(F)F)C#N